4-Cetylaniline C(CCCCCCCCCCCCCCC)C1=CC=C(N)C=C1